CC1(COC2(CCCC2)OC1)C 8,8-dimethyl-6,10-dioxaspiro[4.5]decane